CN1C(=CC=2C1=NC=CC2N2CC(CC2)CNCCN2CCCCC2)C [1-(1,2-dimethyl-1H-pyrrolo[2,3-b]pyridin-4-yl)-pyrrolidin-3-ylmethyl]-(2-piperidin-1-yl-ethyl)-amine